C(#C)C1=CC(=C(C=C1)C=1C(N(C(=NN1)N[C@H]1CN(CCC1)C)C)=O)O (R)-6-(4-ethynyl-2-hydroxyphenyl)-4-methyl-3-((1-methylpiperidin-3-yl)amino)-1,2,4-triazine-5(4H)-one